C(CCCCCCCCCC)OC1CC(N(C(C1)(C)C)O)(C)C 4-undecyloxy-2,2,6,6-tetramethylpiperidin-1-ol